NC=1SC=C(N1)/C(/C(=O)NC1N2C(CC2SC1C(=O)[O-])=O)=N/OC(C(=O)OC(C)(C)C)(C)C (Z)-2-((2-aminothiazol-4-yl)-2-(((1-(tert-butoxy)-2-methyl-1-oxopropan-2-yl)oxy)imino)acetamido)-7-oxo-4-thia-1-azabicyclo[3.2.0]heptane-3-carboxylate